C(CCCCCCC\C=C/C\C=C/CCCCC)C1(OCCC(O1)CCCS(=O)(=O)C)CCCCCCCC\C=C/C\C=C/CCCCC 2,2-Dilinoleyl-4-(3-methanesulfonylpropyl)-[1,3]-dioxane